S1N=CC2=C1C(=CC=C2)C(C)OC=2C=1N(C=C(C2)C=2N=NN(C2C)C2CCN(CC2)C#N)N=CC1C#N 4-[1-(1,2-benzothiazol-7-yl)ethoxy]-6-[1-(1-cyano-4-piperidyl)-5-methyl-triazol-4-yl]pyrazolo[1,5-a]pyridine-3-carbonitrile